N-(cyclopropylmethyl)-N-propyl-5-(4,4,5,5-tetramethyl-1,3,2-dioxaborolan-2-yl)pyrimidin-2-amine C1(CC1)CN(C1=NC=C(C=N1)B1OC(C(O1)(C)C)(C)C)CCC